2-(2-(methoxymethoxy)phenyl)-4,4,5,5-tetramethyl-1,3,2-dioxaborolan COCOC1=C(C=CC=C1)B1OC(C(O1)(C)C)(C)C